1-(4-chlorobenzyl)-3-(4-((pyridin-3-yloxy)methyl)phenyl)urea ClC1=CC=C(CNC(=O)NC2=CC=C(C=C2)COC=2C=NC=CC2)C=C1